C(CC)OC=1C=C(C=CC1F)NC1=C2C=C(NC2=CC(=C1)NC(C)=O)C(=O)OCC Ethyl 4-((3-propoxy-4-fluorophenyl) amino)-6-acetylamino-1H-indole-2-carboxylate